NC1=C(C=C(C(=C1)S(=O)(=O)C)F)C1=CCCCN1C(=O)OC(C)(C)C tert-butyl 6-(2-amino-5-fluoro-4-(methylsulfonyl)phenyl)-3,4-dihydropyridine-1-carboxylate